O1CC(C1)N1N=CC=2C1=NC(=NC2)N2CC1(C2)CN(CC1)C1=CC(=NC=C1)C(F)(F)F 2-[1-(oxetan-3-yl)-1H-pyrazolo[3,4-d]pyrimidin-6-yl]-6-[2-(trifluoromethyl)pyridin-4-yl]-2,6-diazaspiro[3.4]octane